N-(benzylbenzyl)-2-aminoethyl-3-aminopropyltrimethoxysilane hydrochloride Salt Cl.C(C1=CC=CC=C1)C(C1=CC=CC=C1)NCCC[Si](OCCCN)(OC)OC